C(C)(C)(C)OC(=O)N1CCC(CC1)CSC1=CC=C(C=C1)Br 4-(((4-Bromophenyl)thio)methyl)piperidine-1-carboxylic acid tert-butyl ester